N-{4-methoxy-3-[(oxacyclohexane-2-yloxy)carbamoyl]phenyl}-6-(phenoxymethyl)pyridine-2-carboxamide COC1=C(C=C(C=C1)NC(=O)C1=NC(=CC=C1)COC1=CC=CC=C1)C(NOC1OCCCC1)=O